difluorooxalate lithium [Li].C(C(=O)F)(=O)F